3-(3-(3-(pentafluorosulfanyl)-5-(trifluoromethyl)phenyl)-1H-1,2,4-triazol-1-yl)-2-(pyrimidin-5-yl)acrylic acid FS(C=1C=C(C=C(C1)C(F)(F)F)C1=NN(C=N1)C=C(C(=O)O)C=1C=NC=NC1)(F)(F)(F)F